tert-butyl(cis-3-hydroxycyclobutyl)(methyl)carbamate C(C)(C)(C)OC(N(C)[C@@H]1C[C@@H](C1)O)=O